2-butyl-hexan-1-ol C(CCC)C(CO)CCCC